3-benzo[b]thiophen-3-yl-D-alanine S1C2=C(C(=C1)C[C@@H](N)C(=O)O)C=CC=C2